OC(CN(CCCCC1C(NC(C(N1)=O)CCCCN(CC(CCCCCCC=CCC=CCCCCC)O)CC(CCCCCC\C=C/C\C=C/CCCCC)O)=O)CC(CCCCCC\C=C/C\C=C/CCCCC)O)CCCCCC\C=C/C\C=C/CCCCC 3,6-Bis(4-(bis((9Z,12Z)-2-hydroxyoctadeca-9,12-dien-1-yl)amino)butyl)piperazin-2,5-dion